C(CCCCCCCCCCCCCCCCCCCCCCCCCCCCC)(=O)[O-].[K+].C(#N)C[C@@H]([C@H]([C@H]([C@@H](C=O)O)O)O)O 6-cyanofucose potassium triacontanoate